propyl-acetate C(CC)OC(C)=O